(S)-N-(3-bromo-4-fluorophenyl)-N'-hydroxy-4-((1-sulfamoylpyrrolidin-3-yl)thio)-1,2,5-oxadiazole-3-carboxamidine BrC=1C=C(C=CC1F)NC(=NO)C1=NON=C1S[C@@H]1CN(CC1)S(N)(=O)=O